BrC1=CN=CC(=N1)N1CC2(CN(C2)C2=NC(=NC(=C2)C(F)(F)F)C)CC1 6-(6-bromopyrazin-2-yl)-2-(2-methyl-6-(trifluoromethyl)pyrimidin-4-yl)-2,6-diazaspiro[3.4]octane